NC(CCC(C(NCCOCCOCCNC(CC1=C(C=C(C=C1)N=[N+]=[N-])[N+](=O)[O-])=O)=O)NC(OCC1=CC=CC=C1)=O)=O Benzyl (17-amino-1-(4-azido-2-nitrophenyl)-2,13,17-trioxo-6,9-dioxa-3,12-diazaheptadecan-14-yl)carbamate